C(C)(C)(C)OC(=O)N1CC2(CC(C2)N)CC1 tert-butyl-2-amino-6-azaspiro[3.4]octane-6-carboxylate